1-(3-pyrrolidin-1-ylpropyl)-4-vinyl-pyrazole N1(CCCC1)CCCN1N=CC(=C1)C=C